(2S,4r)-4-fluoro-N-((S)-(4-isopropylphenyl)(phenyl)methyl)pyrrolidine-2-carboxamide F[C@@H]1C[C@H](NC1)C(=O)N[C@@H](C1=CC=CC=C1)C1=CC=C(C=C1)C(C)C